2-bromo-1-(4-bromophenyl)propan-1-one BrC(C(=O)C1=CC=C(C=C1)Br)C